[N+](=O)([O-])C1=NN=C2N1N=C(C(=C2[N+](=O)[O-])N)N 3,8-dinitro-[1,2,4]triazolo[4,3-b]pyridazine-6,7-diamine